C(C1=CC=CC=C1)OCCCCCNC1=C(C(=C(C=C1)Br)C)[N+](=O)[O-] N-[5-(benzyloxy)pentyl]-4-bromo-3-methyl-2-nitroaniline